(S)-(4-(difluoromethyl)oxazol-5-yl)(4-(4-(trifluoromethoxy)benzo[d]oxazol-2-yl)-6,7-dihydro-1H-imidazo[4,5-c]pyridin-5(4H)-yl)methanone FC(C=1N=COC1C(=O)N1[C@@H](C2=C(CC1)NC=N2)C=2OC1=C(N2)C(=CC=C1)OC(F)(F)F)F